CC1=CC=CC(=N1)C1=C(N=CN1)C=1C=C2C=C(C=NC2=CC1)C1=CC[C@@H](CC1)NC(=O)[C@H]1NCCC1 (2S)-N-[(1R)-4-[6-[5-(6-methyl-2-pyridyl)-1H-imidazol-4-yl]-3-quinolyl]Cyclohex-3-en-1-yl]Pyrrolidine-2-carboxamide